7-([2-fluoro-4-[3-(hydroxymethyl)pyrazol-1-yl]phenyl]amino)-N-(1-methylpiperidin-4-yl)-1,6-naphthyridine-2-sulfonamide FC1=C(C=CC(=C1)N1N=C(C=C1)CO)NC1=NC=C2C=CC(=NC2=C1)S(=O)(=O)NC1CCN(CC1)C